(2S)-methyl-(S)-2-amino-3,3-dimethylbutyric acid C[C@@](C(=O)O)(C(C)(C)C)N